C1=CC=C(C=2SC3=C(C21)C=CC=C3)C=3C=C2CCN(CC2=CC3)C(=O)NC3=CNC2=CC=CC=C32 6-(Dibenzo[b,d]thiophen-4-yl)-N-(1H-indol-3-yl)-3,4-dihydroisoquinoline-2(1H)-carboxamide